[1-(trifluoromethyl)cyclopropyl]methylamine FC(C1(CC1)CN)(F)F